methyl 1-[[3-(trifluoromethyl)phenyl]methyl]-3,4-dihydro-2H-quinoline-3-carboxylate FC(C=1C=C(C=CC1)CN1CC(CC2=CC=CC=C12)C(=O)OC)(F)F